Bis(amino)dimethyl-tin N[Sn](C)(C)N